CS(=O)(=O)[O-].C(CCCCCCC\C=C/CCCCCCCC)(=O)OC(CC[N+](C)(C)C)OC(CCCCCCC\C=C/CCCCCCCC)=O dioleoyloxypropyl-Trimethylammonium Methanesulfonate